2-bromoacetamidophthalate BrCC(=O)NC1=C(C(C(=O)[O-])=CC=C1)C(=O)[O-]